(S)-N-(1-(2-(3-amino-3-oxopropyl)hydrazino)-3-cyclobutyl-1-oxopropan-2-yl)-1H-benzo[d]imidazole-2-carboxamide NC(CCNNC([C@H](CC1CCC1)NC(=O)C1=NC2=C(N1)C=CC=C2)=O)=O